CC1=CC(=C(C=C1)N1CCC(CC1)C(=O)O)[N+](=O)[O-] 1-(4-methyl-2-nitrophenyl)piperidine-4-carboxylic acid